C(C(C)C)(=O)N1C(CN(CC1C)S(=O)(=O)C1=CC=CC=C1)C(=O)N 1-isobutyryl-6-methyl-4-(phenylsulfonyl)piperazine-2-carboxamide